BrC1=C(N=C(C(=N1)C(=O)OC)NC1=CC=C(C=C1)N1CCOCC1)C methyl 6-bromo-5-methyl-3-(4-morpholinoanilino)pyrazine-2-carboxylate